CC1C(C=O)=CC=CC1 2-methyl-2,3-dihydrobenzaldehyde